(E)-2-cyclopentyl-5-(2-chlorostyryl)-1,3-dimethoxybenzene C1(CCCC1)C1=C(C=C(C=C1OC)\C=C\C1=C(C=CC=C1)Cl)OC